ClC=1C=NC(=NC1)N1CCC(CC1)CCCOC1=CC(=C(C=C1)CC(=O)NCCCCCNC(CO)CO)F 2-[4-[3-[1-(5-chloropyrimidin-2-yl)-4-piperidinyl]propoxy]-2-fluoro-phenyl]-N-[5-[[2-hydroxy-1-(hydroxymethyl)ethyl]amino]pentyl]acetamide